C(C)(C)(C)C1=C(C(=O)N)C=CC=C1NC=1N=NC(=CC1)C1=CC=CC=C1 tert-butyl-3-[(6-phenylpyridazin-3-yl)amino]benzamide